CN(CCC1=CN(C2=CC=CC=C12)C(CC)=O)C 1-(3-(2-(dimethylamino)ethyl)-1H-indol-1-yl)propan-1-one